1-amino-3-methyl-4-hydroxyethyl-amino-6-nitrobenzene NC1=C(C(=C(C=C1[N+](=O)[O-])CCO)C)N